[Si](C1=CC=CC=C1)(C1=CC=CC=C1)(C(C)(C)C)OC[C@H]1[C@@H](C1)C=CCCC(=O)O 5-((1s,2r)-2-(((tert-butyldiphenylsilyl)oxy)methyl)cyclopropyl)pent-4-enoic acid